ClC1=C(OC2=CC=CC3=C2NC(=NS3(=O)=O)NCC3=C(C=C(C=C3)F)C)C=CC=C1 5-(2-chlorophenoxy)-3-((4-fluoro-2-methylbenzyl)amino)-4H-benzo[e][1,2,4]thiadiazine 1,1-dioxide